2-(2-(2H-tetrazol-5-yl)phenyl)-5-carbamoyl-1H-benzo[d]imidazol N=1NN=NC1C1=C(C=CC=C1)C1=NC2=C(N1)C=CC(=C2)C(N)=O